5,6-dihydroxy-2-methyl-N-(3-(trifluoromethyl)benzyl)pyrimidine-4-carboxamide OC=1C(=NC(=NC1O)C)C(=O)NCC1=CC(=CC=C1)C(F)(F)F